methyl 5-bromo-1H-indazole-3-carboxylate BrC=1C=C2C(=NNC2=CC1)C(=O)OC